C(OC1=CC=C(C=C1)[N+](=O)[O-])(O[C@@H]1[C@H](CCC1)SSC1=NC=CC=C1)=O 4-Nitrophenyl [(S,S)-2-(pyridin-2-yldisulfaneyl)cyclopentyl] carbonate